O1C(CCCC1)OCCCCCCCO 7-tetrahydropyran-2-yloxyheptan-1-ol